P(=O)(OCCC([N+](C)(C)C)CCCCCOC(C=C)=O)([O-])[O-] acryloyloxypentyl-3-(trimethylammonio)propyl phosphate